BrC(=CC=O)C1=CC(=CC=C1)[N+](=O)[O-] 3-bromo-3-(3-nitrophenyl)acrolein